ClC1=CC=2C3=C(C=NC2C=C1)N=C(N3[C@H]3C[C@H](OCC3)CC#N)CC [(2S,4R)-4-(8-Chloro-2-ethyl-1H-imidazo[4,5-c]chinolin-1-yl)tetrahydro-2H-pyran-2-yl]acetonitril